N1CCC(CC1)C1(CC=2C(=NC=NC2C=C1)N)N 6-(piperidin-4-yl)quinazoline-4,6-diamine